1-(1-acryloylpyrrolidin-3-yl)-N,N-dimethyl-3-(4-(trifluoromethyl)phenyl)-1H-indazole-7-carboxamide C(C=C)(=O)N1CC(CC1)N1N=C(C2=CC=CC(=C12)C(=O)N(C)C)C1=CC=C(C=C1)C(F)(F)F